(S)-3-(3-chloro-4-fluorophenyl)-1-(1-(7,8-difluoro-1-oxo-1,2-dihydroisoquinolin-4-yl)ethyl)-1-(methyl-d3)urea ClC=1C=C(C=CC1F)NC(N(C([2H])([2H])[2H])[C@@H](C)C1=CNC(C2=C(C(=CC=C12)F)F)=O)=O